C(CCC)SC1=C(C=C(C=C1OC)\C=C(/CC)\[N+](=O)[O-])OC (E)-butyl(2,6-dimethoxy-4-(2-nitrobut-1-en-1-yl)phenyl)sulfane